(3-chloro-4,6-dihydroxy-2-methylphenyl)(4-(methylamino)isoindolin-2-yl)methanone ClC=1C(=C(C(=CC1O)O)C(=O)N1CC2=CC=CC(=C2C1)NC)C